COC1CN2C(C3=CC=CC=C3C2=S)=C2N1C(C=1C=CC=CC21)=S 7-methoxy-7,8-dihydropyrazino[2,1-a:3,4-a']diisoindole-5,10-dithione